3-(4-methoxybenzyl)-1a,2,3,7B-tetrahydro-1H-cyclopropa[C][1,8]naphthyridine-6-carboxylic acid COC1=CC=C(CN2CC3C(C=4C=C(C=NC24)C(=O)O)C3)C=C1